4-(3-formyl-5-oxopyrazolo[1,5-a]pyrido[4,3-e]pyrimidin-4(5H)-yl)-N-methylbenzamide C(=O)C=1C=NN2C1N(C(C1=C2C=NC=C1)=O)C1=CC=C(C(=O)NC)C=C1